CC1=CNC=2N=CN=C(C21)N2CCSC(=C2)C=2C=NN(C2)C2CCNCC2 4-(5-methyl-7H-pyrrolo[2,3-d]pyrimidin-4-yl)-6-(1-(piperidin-4-yl)-1H-pyrazol-4-yl)-3,4-dihydro-2H-1,4-thiazine